(6,7-Dichloro-3-(1-(tetrahydro-2H-pyran-2-yl)-1H-pyrazol-4-yl)-1-(1-((trimethylsilyl)methyl)-1H-1,2,3-triazol-4-yl)-1H-indol-2-yl)methanol ClC1=CC=C2C(=C(N(C2=C1Cl)C=1N=NN(C1)C[Si](C)(C)C)CO)C=1C=NN(C1)C1OCCCC1